(ethyldimethylsilyl)[2-(dipropylamino)ethyl]amine C(C)[Si](C)(C)NCCN(CCC)CCC